C(C)C(CC(=O)O)CC(F)(F)F 3-ethyl-5,5,5-trifluoropentanoic acid